3-(isopropylthiomethyl)azetidine-1-carboxylic acid tert-butyl ester C(C)(C)(C)OC(=O)N1CC(C1)CSC(C)C